FC1=C(C=CC=C1C=1N=NN(N1)CC1=C(C=CC(=C1)OC(F)(F)F)F)C(CS(=O)(=O)N)(C)O 2-(2-fluoro-3-(2-(2-fluoro-5-(trifluoromethoxy)benzyl)-2H-tetrazol-5-yl)phenyl)-2-hydroxypropane-1-sulfonamide